C(CCC)C(C(=O)OCCCCCCCCCN(CCCCCCCCCOC(C(CCCCCC)CCCC)=O)CCCN)CCCCCC ((3-aminopropyl)azanediyl)bis(nonane-9,1-diyl) bis(2-butyloctanoate)